C1=CC(=C(C=C1C[C@H](C(=O)O)N)[N+](=O)[O-])O The molecule is a 3-nitrotyrosine comprising D-tyrosine having a nitro group at the 3-position on the phenyl ring. It is a 3-nitrotyrosine, a D-tyrosine derivative and a D-alpha-amino acid. It is an enantiomer of a 3-nitro-L-tyrosine.